1-(2-(2-tert-butylphenoxy)pyridin-3-yl)-3-(4-((dimethylamino)methyl)-2-fluorophenyl)urea C(C)(C)(C)C1=C(OC2=NC=CC=C2NC(=O)NC2=C(C=C(C=C2)CN(C)C)F)C=CC=C1